COC(CC(C(CBr)=O)Br)=O 3,5-dibromo-4-oxopentanoic acid methyl ester